mono-n-dodecyloxy tetraoxypropylene phosphate P1(=O)(OOCCCCCCCCCCCC)OOOOOCC(C)O1